N(=[N+]=[N-])C(=C)C1=CC=C(C=O)C=C1 4-(1-azidovinyl)benzaldehyde